F[C@H]1CN(CC[C@H]1OC([2H])([2H])[2H])C1=NC=CC(=N1)NC=1N=CC2=C(C=CC(=C2C1)C(C)C)N1[C@@H]([C@H](C1)OC)C N-(2-((3S,4R)-3-fluoro-4-(methoxy-d3)piperidin-1-yl)pyrimidin-4-yl)-5-isopropyl-8-((2R,3S)-3-methoxy-2-methylazetidin-1-yl)isoquinolin-3-amine